C(C)OC(=O)C=1C(=NOC1C1=NC=C(C=C1)Br)C 5-(5-bromopyridin-2-yl)-3-methylisoxazole-4-carboxylic acid ethyl ester